BrC1=CN(C2=NC=CC(=C21)OC2=C(C=C(C=C2F)NC(=O)NCC2(COC2)C)F)COCC[Si](C)(C)C N-{4-[(3-bromo-1-{[2-(trimethylsilyl)ethoxy]methyl}-1H-pyrrolo[2,3-b]pyridin-4-yl)oxy]-3,5-difluorophenyl}-N'-[(3-methyloxetan-3-yl)methyl]urea